CC(C)(C#CC1=NC=CC2=C1N=C(N=C2N2CCC1(CCN(C1)C)CC2)C2=CC=NC=C2)O 2-methyl-4-(4-(2-methyl-2,8-diazaspiro[4.5]decan-8-yl)-2-(pyridin-4-yl)pyrido[3,4-d]pyrimidin-8-yl)but-3-yn-2-ol